4-{3-[5-({[(7-Cyclopentylpyrazolo[1,5-a]pyrimidin-6-yl)amino]carbonyl}amino)-3-methylpyridin-2-yl]-1,2,4-oxadiazol-5-yl}-3,3-dimethylbutanoic acid C1(CCCC1)C1=C(C=NC=2N1N=CC2)NC(=O)NC=2C=C(C(=NC2)C2=NOC(=N2)CC(CC(=O)O)(C)C)C